ClC1=NC=C(C(=N1)C)C(=O)NC1C(C(C1(C)C)OC1=CC(=C(C=C1)C#N)Cl)(C)C 2-chloro-N-[3-(3-chloro-4-cyano-phenoxy)-2,2,4,4-tetramethyl-cyclobutyl]-4-methyl-pyrimidine-5-carboxamide